N1CCCC2=CC=C(C=C12)CCC1(CCCC=2C3=CC=CC=C3NC12)N (2-(1,2,3,4-tetrahydroquinolin-7-yl)ethyl)-2,3,4,9-tetrahydro-1H-carbazol-1-amine